OCC1CN(CCC1)C1=NC=C(C=N1)C1=CC=C(C(=N1)OC)NC(=O)C=1C(=NOC1C)C1=CC=CC=C1 N-(6-(2-(3-(Hydroxymethyl)piperidin-1-yl)pyrimidin-5-yl)-2-methoxypyridin-3-yl)-5-methyl-3-phenylisoxazole-4-carboxamide